C(CCCCCCCCCC)OC(CCC(=O)OCCCCCCBr)OCCCCCCCCCCC 6-bromohexyl (4,4-bis(undecyloxy) butyrate)